CN1C=C(C=2C1=CN=C(C2)NC(C)=O)C2=NC=1C3(CCCC1C(=C2)OC2COC2)COCC3 N-(1-methyl-3-(4'-(oxetan-3-yloxy)-4,5,6',7'-tetrahydro-2H,5'H-spiro[furan-3,8'-quinolin]-2'-yl)-1H-pyrrolo[2,3-c]pyridin-5-yl)acetamide